N-(3-aminopropyl)-2-(2-fluoro-4-(methylcarbamoyl)phenyl)benzo[d]imidazo[2,1-b]thiazole-7-carboxamide hydrochloride Cl.NCCCNC(=O)C1=CC2=C(N3C(S2)=NC(=C3)C3=C(C=C(C=C3)C(NC)=O)F)C=C1